C(C)(C)N1CCN(CC1)CCNC=1C=NC2=CC=C(C=C2C1)C=1N(N=NC1C1=NC(=CC=C1)C)C N-[2-(4-isopropylpiperazin-1-yl)ethyl]-6-[3-methyl-5-(6-methyl-2-pyridyl)triazol-4-yl]quinolin-3-amine